methyl-[5,7-difluoro-2-(4-fluorophenyl)-1H-indol-3-yl] acetate C(C)(=O)OC1=C(N(C2=C(C=C(C=C12)F)F)C)C1=CC=C(C=C1)F